CCCC(CCCCC)O 4-Nonanol